2-Chloro-N-(2-{4-[(3-cyanopyridin-2-yl)oxy]piperidin-1-yl}-2-[4-(difluoromethyl)-1,3-thiazol-5-yl]ethyl)-6-fluorobenzamide ClC1=C(C(=O)NCC(C2=C(N=CS2)C(F)F)N2CCC(CC2)OC2=NC=CC=C2C#N)C(=CC=C1)F